FC1=NC=CC2=C1CC1CCC2N1C(=O)NC1=CC(=CC=C1)C(F)(F)F (±)-1-fluoro-N-(3-(trifluoromethyl)phenyl)-6,7,8,9-tetrahydro-5H-5,8-epiminocyclohepta[c]pyridine-10-carboxamide